tert-Butyl (5-(4-(ethylsulfonyl)phenyl)-7-(4-fluorophenyl)benzofuran-2-yl)methylcarbamate C(C)S(=O)(=O)C1=CC=C(C=C1)C=1C=C(C2=C(C=C(O2)CNC(OC(C)(C)C)=O)C1)C1=CC=C(C=C1)F